CN1C(C2N(C=3C1=CC=1C(=NC(=NC1)C)N3)CCCC2)=O 6,10-dimethyl-2,3,4,4a-tetrahydro-1H-pyrido[1'',2'':4',5']pyrazino[2',3':5,6]pyrido[2,3-d]pyrimidin-5(6H)-one